O(C1=CC=CC=C1)C(C(=O)O)CCCCCCCCCCCCCCCC phenoxyl-octadecanoic acid